ClC1=C(C=C(C=C1)C1=NC=NC2=CC(=CC=C12)N1CCOCC1)C(O)C=1C2=C(N=CN1)OC=C2 [2-Chloro-5-(7-morpholin-4-yl-quinazolin-4-yl)-phenyl]furo[2,3-d]-pyrimidin-4-yl-methanol